trans-N-(3-(2-Cyclopropyloxazol-4-yl)phenyl)-4-(hydroxymethyl)-N-((trans-4-(5-methoxy-6-methylpyridin-2-yl)cyclohexyl)methyl)cyclohexanecarboxamide C1(CC1)C=1OC=C(N1)C=1C=C(C=CC1)N(C(=O)[C@@H]1CC[C@H](CC1)CO)C[C@@H]1CC[C@H](CC1)C1=NC(=C(C=C1)OC)C